FC(C(C(F)(F)F)(O)C1=CC=C(C=C1)C1=CC=C(C=C1)CN1C(CN(CC1)CC1=CC=NC=C1)CC(=O)OCCN)(F)F 2-aminoethyl 2-(1-((4'-(1,1,1,3,3,3-hexafluoro-2-hydroxypropan-2-yl)-[1,1'-biphenyl]-4-yl)methyl)-4-(pyridin-4-ylmethyl)piperazin-2-yl)acetate